ClC1=C(C(=C(C(=N1)NC1=NN(C(=C1)C)C1OCCCC1)OC)C=1C=NN(C1)C)C 6-chloro-3-methoxy-5-methyl-N-(5-methyl-1-(tetrahydro-2H-pyran-2-yl)-1H-pyrazol-3-yl)-4-(1-methyl-1H-pyrazol-4-yl)pyridin-2-amine